ClC=1C=C(C=CC1N1C(N(CC1)C[2H])=O)C1=C(C(=CC(=C1)F)C1=CC(=NC=C1)N1CCNCC1)O 1-(3-chloro-5'-fluoro-2'-hydroxy-3'-(2-(piperazin-1-yl)pyridin-4-yl)-[1,1'-biphenyl]-4-yl)-3-deuteromethylimidazolidin-2-one